C1CN(CC2N1C1=C(OC2)C=CC=C1)C(=O)[O-] 1,2,4a,5-tetrahydrobenzo[b]pyrazino[1,2-d][1,4]oxazine-3(4H)-carboxylate